acryloyloxypropyl-dimethyl-methoxysilane C(C=C)(=O)OCCC[Si](OC)(C)C